bis(dimethylethoxysilylpropyl)disulfide C[Si](OCC)(C)CCCSSCCC[Si](OCC)(C)C